3-(2-chlorophenyl)-1,2,4-oxadiazol-5(4H)-one ClC1=C(C=CC=C1)C1=NOC(N1)=O